N-((1r,4r)-4-(3-chloro-4-cyanophenoxy)cyclohexyl)-6-(4-((4-(6-(2-((2,6-dioxopiperidin-3-yl)amino)-2-oxoethyl)pyridin-3-yl)piperazin-1-yl)methyl)piperidin-1-yl)pyridazine-3-carboxamide ClC=1C=C(OC2CCC(CC2)NC(=O)C=2N=NC(=CC2)N2CCC(CC2)CN2CCN(CC2)C=2C=NC(=CC2)CC(=O)NC2C(NC(CC2)=O)=O)C=CC1C#N